(R)-3-(2-((S)-tetrahydrofuran-3-carbonyl)-6-(4,4,5,5-tetramethyl-1,3,2-dioxaborolan-2-yl)-1,2,3,4-tetrahydroisoquinolin-8-yl)morpholine-4-carboxylic acid tert-butyl ester C(C)(C)(C)OC(=O)N1[C@@H](COCC1)C=1C=C(C=C2CCN(CC12)C(=O)[C@@H]1COCC1)B1OC(C(O1)(C)C)(C)C